FC(CC1=C(C=O)C=CC=C1F)F (2,2-difluoroethyl)-3-fluorobenzaldehyde